[18F]CCCCCCCC\C=C/CCCCSCCC(=O)O 3-{[(5Z)-14-[18F]fluorotetradeca-5-en-1-yl]sulfanyl}propanoic acid